diamyl-zinc C(CCCC)[Zn]CCCCC